O=C1NC2=C(N1)C=CC(=C2)C=O 2-oxo-1,3-dihydrobenzimidazole-5-carbaldehyde